2,4-di-tert-butoxyphenol C(C)(C)(C)OC1=C(C=CC(=C1)OC(C)(C)C)O